C(CCCCCCC\C=C\CCCCCCCC)(=O)OCC(COP(=O)(O)OCC(O)CO)O 3-elaidoylglycero-1-phospho-glycerol